FC1(CCN(CC1)CCCCCCCCNC1=CC=C(C=C1)NC1C(NC(CC1)=O)=O)F 3-((4-((8-(4,4-difluoropiperidin-1-yl)octyl)amino)phenyl)amino)piperidine-2,6-dione